C(C)(=O)C1=C(C2=C(N=C(N=C2)NC2=CC=C(C=N2)N2CCN(CC2)C2CCN(CC2)C(=O)OC(C)(C)C)N(C1=O)C1CCCC1)C tert-butyl 4-(4-(6-((6-acetyl-8-cyclopentyl-5-methyl-7-oxo-7,8-dihydropyrido[2,3-d]pyrimidin-2-yl)amino)pyridin-3-yl)piperazin-1-yl)piperidine-1-carboxylate